COC(N(CC=1C(=C(C(=C(C1O)CC=C(CCC=C(C)C)C)O)CN(C(OC)=O)C)CCCCC)C)=O dimethyl((5-(3,7-dimethylocta-2,6-dien-1-yl)-4,6-dihydroxy-2-pentyl-1,3-phenylene)bis(methylene))bis(methylcarbamate)